3-METHYLNONANE-2,4-DIONE CC(C(C)=O)C(CCCCC)=O